2-(2-aminoethoxy)-N,N-diethylbenzamide NCCOC1=C(C(=O)N(CC)CC)C=CC=C1